3-dodecene CCC=CCCCCCCCC